C(C)C(C(=O)NC(C(=O)O)CCN(CCCCC1=NC=2NCCCC2C=C1)CCOC)CC(F)(F)F 2-[(2-ethyl-4,4,4-trifluoro-butanoyl)amino]-4-[2-methoxyethyl-[4-(5,6,7,8-tetrahydro-1,8-naphthyridin-2-yl)butyl]amino]butanoic acid